N-((3-ethyloxetan-3-yl)methyl)-4-(4-(4-isopropyl-5-(8-methyl-[1,2,4]triazolo[1,5-a]pyridin-6-yl)-1H-pyrazol-3-yl)phenyl)-N-methylcyclohexan-1-amine C(C)C1(COC1)CN(C1CCC(CC1)C1=CC=C(C=C1)C1=NNC(=C1C(C)C)C=1C=C(C=2N(C1)N=CN2)C)C